OCCN(C(C1=CC=C(C(=O)N)C=C1)=O)C N'-(2-hydroxy-ethyl)-N'-methyl-terephthalamide